2-(4-cyclohexylphenyl)ethyl methacrylate C(C(=C)C)(=O)OCCC1=CC=C(C=C1)C1CCCCC1